FC=1C=C(C=C(C1NC(=O)C1=C(SC=C1)C(=O)O)F)C1=CC(=CC=C1)OC([2H])([2H])[2H] 3-((3,5-Difluoro-3'-(methoxy-d3)-[1,1'-biphenyl]-4-yl)carbamoyl)thiophene-2-carboxylic acid